C1(=CC=CC=C1)P(C=1[C-](C=CC1)[C@H](C)P(C1=CC(=CC(=C1)C)C)C1=CC(=CC(=C1)C)C)C1=CC=CC=C1.[CH-]1C=CC=C1.[Fe+2] (S)-1-[(R)-2-(diphenylphosphino)ferrocenyl]ethyldi(3,5-xylyl)phosphine